4-(1-(5-((2H-1,2,3-triazol-2-yl)methyl)pyrimidin-2-yl)piperidin-4-yl)-7-chloro-1-methyl-1,4-dihydropyrido[2,3-b]pyrazine-2,3-dione N=1N(N=CC1)CC=1C=NC(=NC1)N1CCC(CC1)N1C2=C(N(C(C1=O)=O)C)C=C(C=N2)Cl